FC=1C=C(C=C(C1)F)C(CC(=O)OCC)O Ethyl 3-(3,5-difluorophenyl)-3-hydroxypropanoate